IC1=CC(=C(C(=O)O)C=C1)N1CCC(CC1)CCCCNC1=NC(=CC=C1)[N+](=O)[O-] 4-iodo-2-(4-(4-((6-nitropyridin-2-yl)amino)butyl)piperidin-1-yl)benzoic acid